2-(2-(3'-(3-(3-oxa-9-azaspiro[5.5]undec-9-yl)propoxy)-2,2'-dimethyl-[1,1'-biphenyl]-3-yl)-6,7-dihydrothiazolo[5,4-c]pyridin-5(4H)-yl)ethanol C1COCCC12CCN(CC2)CCCOC=2C(=C(C=CC2)C2=C(C(=CC=C2)C=2SC=1CN(CCC1N2)CCO)C)C